1-(2-methylbenzyl)-N3-phenyl-1H-1,2,4-triazole-3,5-diamine CC1=C(CN2N=C(N=C2N)NC2=CC=CC=C2)C=CC=C1